C(C)C1=C(C=2C(=NC=C(C2)C2=CC=C(CN3CC(CCC3)O)C=C2)N1S(=O)(=O)C1=CC=C(C)C=C1)C1=CC(=NC=C1)F 1-(4-(2-ethyl-3-(2-fluoropyridin-4-yl)-1-tosyl-1H-pyrrolo[2,3-b]pyridin-5-yl)benzyl)piperidin-3-ol